methyl 3-iodo-4-(((1-tosyl-1H-pyrazol-3-yl)methyl)sulfonyl)benzoate IC=1C=C(C(=O)OC)C=CC1S(=O)(=O)CC1=NN(C=C1)S(=O)(=O)C1=CC=C(C)C=C1